(difluoromethyl) (2,2,2-trifluoroethyl) sulfate S(=O)(=O)(OC(F)F)OCC(F)(F)F